FC1=CC=CC2=C1N=C(S2)[C@H]2N(CCC1=C2N=CN1)C(=O)C1=CC=NN1C1=NC=CC=C1 (S)-(4-(4-fluorobenzo[d]thiazol-2-yl)-6,7-dihydro-1H-imidazo[4,5-c]pyridin-5(4H)-yl)(1-(pyridin-2-yl)-1H-pyrazol-5-yl)methanone